8-{[(1R,3R,5S)-8-azabicyclo[3.2.1]octan-3-yl]amino}-3-(2,4-dimethylbenzenesulfonyl)-1H,5H-[1,2,3]triazolo[1,5-a]quinazolin-5-one [C@H]12CC(C[C@H](CC1)N2)NC2=CC=C1C(N=C3N(C1=C2)NN=C3S(=O)(=O)C3=C(C=C(C=C3)C)C)=O